2-octyl-1-dodecyl phosphate dibutyl-ethanolamine salt C(CCC)N(CCO)CCCC.P(=O)(OCC(CCCCCCCCCC)CCCCCCCC)(O)O